C(C=C)(=O)N1CC(CCC1)OC=1C(=NC=NC1)C1=CC(=C(CNC(=O)C=2N=NN(C2)C(C)(C)C)C=C1)C N-(4-(5-((1-acryloylpiperidin-3-yl)oxy)pyrimidin-4-yl)-2-methylbenzyl)-1-(tert-butyl)-1H-1,2,3-triazole-4-carboxamide